CN1C(C=CC2=C1N=CN=C2)=O 8-methyl-7H,8H-pyrido-[2,3-d]Pyrimidin-7-one